1-(4-bromo-3-((R)-2-hydroxypropoxy)-1-phenyl-1H-pyrazol-5-yl)-3-((3s,4R)-4-(3,4-difluorophenyl)-1-(2-methoxyethyl)pyrrolidin-3-yl)urea BrC=1C(=NN(C1NC(=O)N[C@@H]1CN(C[C@H]1C1=CC(=C(C=C1)F)F)CCOC)C1=CC=CC=C1)OC[C@@H](C)O